FC(S(=O)(=O)[O-])(F)F.C(C)(C)(C)C=1C=C(C=C(C1)C(C)(C)C)C1=C(C=C(C=C1C)C)C.[I+] iodine (3,5-di-t-butylphenyl)(mesitylene) trifluoromethanesulfonate